Dimethyl 3,3'-((2-amino-2-((3-methoxy-3-oxopropoxy)methyl)propane-1,3-diyl)bis(oxy))dipropionate NC(COCCC(=O)OC)(COCCC(=O)OC)COCCC(=O)OC